4-(4-(4,4,5,5-tetramethyl-1,3,2-dioxaborolan-2-yl)phenoxy)tetrahydro-2H-thiopyran 1,1-dioxide CC1(OB(OC1(C)C)C1=CC=C(OC2CCS(CC2)(=O)=O)C=C1)C